CC(C)(C)C1=CC=C(C=C1)[S+](C1=CC=CC=C1)C1=CC=CC=C1 (4-(1,1-dimethylethyl)phenyl)diphenyl-sulfonium